(R)-4-(4-chloro-7-(1H-pyrazol-5-yl)imidazo[1,5-b]pyridazin-2-yl)-3-methylmorpholine ClC=1C=2N(N=C(C1)N1[C@@H](COCC1)C)C(=NC2)C2=CC=NN2